BrC1=C(N(C=2C1=NC(=C(C2)Cl)OC)C)C=2NC(=NN2)C(=O)N(C)C 5-(3-bromo-6-chloro-5-methoxy-1-methyl-1H-pyrrolo[3,2-b]pyridin-2-yl)-N,N-dimethyl-4H-1,2,4-triazole-3-carboxamide